C1(=CC(=CC=C1)C1=CC=C(O1)C1=NC2=CC=C(C=C2C(=C1)C(=O)O)[N+](=O)[O-])C1=CC=CC=C1 2-(5-([1,1'-biphenyl]-3-yl)furan-2-yl)-6-nitroquinoline-4-carboxylic acid